COC(=O)C=1C=C2C(=CC=NC2=CC1OCCN1CCN(CC1)C)NC1=C(N=NC(=C1)C1=C(C=CC(=C1)Cl)F)CO 4-{[6-(5-chloro-2-fluorophenyl)-3-(hydroxymethyl)pyridazin-4-yl]amino}-7-[2-(4-methylpiperazin-1-yl)ethoxy]quinoline-6-carboxylic acid methyl ester